N-{4-[(3-chloro-2-fluorophenyl)amino]-7-{2-[(3R)-3-fluoro-1-methyl-pyrrolidin-3-yl]ethynyl}quinazolin-6-yl}prop-2-enamide ClC=1C(=C(C=CC1)NC1=NC=NC2=CC(=C(C=C12)NC(C=C)=O)C#C[C@]1(CN(CC1)C)F)F